ClC=1C2=C(N=C(N1)C=1N(C=CN1)C)SC(=C2C)C2=NN(C=C2)C(C)C 4-chloro-6-(1-isopropyl-1H-pyrazol-3-yl)-5-methyl-2-(1-methyl-1H-imidazol-2-yl)thieno[2,3-d]pyrimidine